4-((R)-2-azidobut-2-yl)-6-chloro-1-((4-(ethylsulfonyl)butan-2-yl)oxy)-2,7-naphthyridine N(=[N+]=[N-])[C@](C)(CC)C1=CN=C(C2=CN=C(C=C12)Cl)OC(C)CCS(=O)(=O)CC